C1(CCCCC1)C1=C(SC=C1)B(O)O 3-(CYCLOHEXYL)THIOPHENE-2-BORONIC ACID